ClC1=CC2=C(S1)[C@@]1(C[C@@H](N(CC1)CC=1C=NC(=NC1)Cl)C)OCC2O (2'S,7R)-2-chloro-1'-[(2-chloropyrimidin-5-yl)methyl]-2'-methyl-spiro[4,5-dihydrothieno[2,3-c]pyran-7,4'-piperidine]-4-ol